ClC=1C=C(C=CC1Cl)NC(=O)N1[C@@H]2CC[C@H]1CC1=NC(NC=C12)=O (5R,8S)-N-(3,4-dichlorophenyl)-2-oxo-3,5,6,7,8,9-hexahydro-2H-5,8-epiminocyclohepta[d]-pyrimidine-10-carboxamide